COC1=CC=C(CN(C2=CC(=C(C(=N2)C2=C(C(=C3C(NC(=NC3=C2F)Cl)=O)F)Cl)C(F)(F)F)C)CC2=CC=C(C=C2)OC)C=C1 7-(6-(Bis(4-methoxybenzyl)amino)-4-methyl-3-(trifluoromethyl)pyridin-2-yl)-2,6-dichloro-5,8-difluoroquinazolin-4(3H)-one